ethylene adipate succinate C(CCC(=O)O)(=O)O.C1(CCCCC(=O)OCCO1)=O